CC1=CC=C(C=C1)NNC(=S)N 4-methylphenyl-thiosemicarbazide